gallium oxide bromide [Br-].[O-2].[Ga+3]